ClC=1C=NC(=NC1)C1C[C@@H](N(CC1)C=1N=C(C2=C(N1)CC[S@]2=O)NC2(CCC2)CO)C (R)-2-((2S)-4-(5-chloropyrimidin-2-yl)-2-methylpiperidin-1-yl)-4-((1-(hydroxymethyl)cyclobutyl)amino)-6,7-dihydrothieno[3,2-d]pyrimidine 5-oxide